2-bromo-7-(1-hydroxyethyl)-12-oxa-3-thia-6-azatricyclo[6.4.1.04,13]Tridec-1,4(13),7-trien-5-one BrC1=C2OCCCC3=C(NC(C(S1)=C23)=O)C(C)O